C(C)(C)(C)OC(N(C1=C2C=C(N=CC2=CC=C1)Cl)C(=O)OC(C)(C)C)=O N-[(tert-butoxy)carbonyl]-N-(3-chloroisoquinolin-5-yl)carbamic acid tert-butyl ester